N-(4-phenylthiazol-2-yl)carboxamide C1(=CC=CC=C1)C=1N=C(SC1)NC=O